3a-(((5-methyl-2-oxo-1,3-dioxol-4-yl)methoxy)amino)-3-(4-(methylsulfonyl)phenyl)-3aH-furo[2,3-c]pyrazol-5(4H)-one CC1=C(OC(O1)=O)CONC12C(=NN=C1C1=CC=C(C=C1)S(=O)(=O)C)OC(C2)=O